tert-butyl(2-amino-5-(4-(4-methyl-2-oxopiperazin-1-yl)piperidin-1-yl)phenyl)carbamate C(C)(C)(C)OC(NC1=C(C=CC(=C1)N1CCC(CC1)N1C(CN(CC1)C)=O)N)=O